CC=1N=C(SC1)CCC1=C(C=CC=C1)NS(O)(=O)=O 2-(4-methylthiazol-2-ylethyl)-phenylsulfamic acid